5-chloro-2-(1-hydroxyethyl)-3-phenylquinazolin-4(3H)-one ClC1=C2C(N(C(=NC2=CC=C1)C(C)O)C1=CC=CC=C1)=O